C(=C)C=1C=C(C=CC1)C1=CC(=CC=C1)C=C 3,3'-divinyl-biphenyl